OC(CC1CCC=2C(=C(C=C(C2C1=O)NC(C)=O)F)C)CO N-(7-(2,3-Dihydroxypropyl)-3-fluoro-4-methyl-8-oxo-5,6,7,8-tetrahydronaphthalen-1-yl)acetamide